O=C1C2=CC=CC=C2C(C=2C=CC(=CC12)C1=NC(=NO1)C1CCN(CC1)S(=O)(=O)N)=O 4-(5-(9,10-dioxo-9,10-dihydroanthracen-2-yl)-1,2,4-oxadiazol-3-yl)piperidine-1-sulfonamide